BrC=1N=C2C(=NC1)N(C(=C(C2=O)N2CCN(CC2)C(=O)OC(C)(C)C)CC)CC(=O)OC(C)(C)C tert-butyl 4-(2-bromo-5-(2-(tert-butoxy)-2-oxoethyl)-6-ethyl-8-oxo-5,8-dihydropyrido[2,3-b]pyrazin-7-yl)piperazine-1-carboxylate